(5Z)-5-(1H-Benzimidazol-5-ylmethylene)-3-methyl-2-[(4-methylthiazol-2-yl)methylamino]imidazol-4-one N1C=NC2=C1C=CC(=C2)\C=C/2\C(N(C(=N2)NCC=2SC=C(N2)C)C)=O